1-(3,5-dichlorobenzyl)-6-(4-methoxy-5H-pyrrolo[3,2-d]pyrimidin-5-yl)-2-methyl-1H-imidazo[4,5-b]pyridine ClC=1C=C(CN2C(=NC3=NC=C(C=C32)N3C=CC=2N=CN=C(C23)OC)C)C=C(C1)Cl